(R or S)-5-chloro-2-(1-cyclopropyl-2-hydroxy-2-methylpropyl)-7-(4-(5-methyl-1,3,4-oxadiazol-2-yl)phenyl)isoindolin-1-one ClC=1C=C2CN(C(C2=C(C1)C1=CC=C(C=C1)C=1OC(=NN1)C)=O)[C@@H](C(C)(C)O)C1CC1 |o1:23|